1-(1-hydroxy-1,3-dihydrobenzo[c][1,2]oxaborole-6-carbonyl)-4-(1-hydroxy-1,3-dihydrobenzo[c][1,2]oxaborole-6-carboxamido)pyrrolidine-2-carboxylic acid OB1OCC2=C1C=C(C=C2)C(=O)N2C(CC(C2)NC(=O)C=2C=CC1=C(B(OC1)O)C2)C(=O)O